3-[3-(dimethylsulfamoylamino)-2,6-difluoro-benzoyl]-5-(5-methoxypyrazin-2-yl)-1H-pyrrolo[2,3-b]pyridine CN(S(=O)(=O)NC=1C(=C(C(=O)C2=CNC3=NC=C(C=C32)C3=NC=C(N=C3)OC)C(=CC1)F)F)C